COC(=O)C=1C(N(C2=NC(=CC=C2C1N)OC(F)F)C1=CC=C(C=C1)N)=O 4-amino-1-(4-aminophenyl)-7-(difluoromethoxy)-2-oxo-1,2-dihydro-1,8-naphthyridine-3-carboxylic acid methyl ester